methylene-bis(3-hydroxy-2-naphthoic acid) C(C1=C(C(=CC2=CC=CC=C12)O)C(=O)O)C1=C(C(=CC2=CC=CC=C12)O)C(=O)O